ethyl 2-((5-phenyl-1,3,4-thiadiazol-2-yl)methyl)oxazole-4-carboxylate C1(=CC=CC=C1)C1=NN=C(S1)CC=1OC=C(N1)C(=O)OCC